BrC=1C=C(OC1)C(=O)NC1=NC(=CC=C1)C1=CC=C(C=C1)S(=O)(=O)C 4-bromo-N-(6-(4-(methylsulfonyl)phenyl)pyridin-2-yl)furan-2-carboxamide